(R)-5-(3-allylthioureido)-2-methyl-N-(1-(naphthalen-1-yl)ethyl)benzamide C(C=C)NC(NC=1C=CC(=C(C(=O)N[C@H](C)C2=CC=CC3=CC=CC=C23)C1)C)=S